[Cu+2].[As](OC(C)=O)([O-])[O-] Acetyl arsenite copper